C1(=CC=CC=C1)[C@H]1[C@@H](C[C@]1(C1=NC=CC=C1)C1=CC=CC=C1)C(=O)C1=CC=CC=C1 ((1r,2r,3r)-2,3-diphenyl-3-(pyridin-2-yl)cyclobutyl)(phenyl)methanone